CC1=C(C(=O)NC2=CC=C(C3=CC=CC=C23)S(=O)(=O)NC(C)C2CN(CCC2)C([C@H](C)NC(OC(C)(C)C)=O)=O)C=CC=C1 tert-butyl ((2S)-1-(3-(1-(4-(2-methylbenzamido) naphthalene-1-sulfonamido)ethyl) piperidin-1-yl)-1-oxopropan-2-yl)carbamate